ClC1=C(C(=NN1)C)NC(C1=C(C=C(C(=C1)F)C1=NN(C(=C1)CO)C)O[C@H](C(F)(F)F)C)=O (S)-N-(5-Chloro-3-methyl-1H-pyrazol-4-yl)-5-fluoro-4-(5-(hydroxymethyl)-1-methyl-1H-pyrazol-3-yl)-2-((1,1,1-trifluoropropan-2-yl)oxy)benzamide